C(C)(C)(C)OC(=O)N1CCC2(C(N(C(N2C)=O)C2=CC=C(C=C2)C(F)(F)F)=O)CC1 1-methyl-2,4-dioxo-3-(4-(trifluoromethyl)phenyl)-1,3,8-triazaspiro[4.5]decane-8-carboxylic acid tert-butyl ester